2-[[5-(4-oxo-1-piperidyl)-2-pyridyl]amino]pyrrolo[2,3-d]pyrimidine-6-carboxamide O=C1CCN(CC1)C=1C=CC(=NC1)NC=1N=CC2=C(N1)N=C(C2)C(=O)N